C(C)(C)(C)OC(NC1C(N(C(C(C1)C1=CC=CC=C1)C)CCOCCOCC#C)=O)=O N-[6-methyl-2-oxo-5-phenyl-1-[2-(2-prop-2-ynyloxyethoxy)ethyl]-3-piperidinyl]carbamic acid tert-butyl ester